COC(=O)C1=CC(=CC(=C1)C(=O)OC)C(=O)OC 1,3,5-benzenetricarboxylic acid trimethyl ester